NC1=NC2=CC(=CC=C2C=C1)C=1C=C(C=CC1)NC(C=C)=O N-[3-(2-amino-7-quinolyl)phenyl]prop-2-enamide